CC=1C=C(C=CC1)[C@@H](C(=O)O)C (S)-2-(3-methylphenyl)propionic acid